(S)-tert-butyl-2-(6-(methylcarbamoyl)-4-(4-(trifluoromethyl)phenyl)indoline-1-carbonyl)pyrrolidine C(C)(C)(C)N1[C@@H](CCC1)C(=O)N1CCC2=C(C=C(C=C12)C(NC)=O)C1=CC=C(C=C1)C(F)(F)F